6-(4-(1,4-dimethyl-1H-pyrazol-5-yl)piperidin-1-yl)-4-(2-methyl-3-(piperazin-1-yl)azetidin-1-yl)-2-(trifluoromethyl)nicotinonitrile hydrochloride Cl.CN1N=CC(=C1C1CCN(CC1)C1=NC(=C(C#N)C(=C1)N1C(C(C1)N1CCNCC1)C)C(F)(F)F)C